8-bromo-2-cyclobutyl-3H-pyrrolo[2,3-c]isoquinoline BrC1=CC=2C3=C(N=CC2C=C1)NC(=C3)C3CCC3